5-difluoromethyl-1-((2-(3-fluoro-5-methoxyphenyl)pyrimidin-5-yl)methyl)-1H-indazole FC(C=1C=C2C=NN(C2=CC1)CC=1C=NC(=NC1)C1=CC(=CC(=C1)OC)F)F